2-iodo-4-methyl-5-(trifluoromethyl)phenol IC1=C(C=C(C(=C1)C)C(F)(F)F)O